BrC=1C2(C3=CC(=CC=C3C1)F)CCC(CC2)(C(=O)O)NC2=CC(=CC=C2)Cl (1s,4s)-2'-bromo-4-(3-chloroanilino)-6'-fluorospiro[cyclohexane-1,1'-indene]-4-carboxylic acid